5-((2-Amino-9-((2R,3S,4S,5R)-4-fluoro-3-hydroxy-5-(hydroxymethyl)tetrahydrofuran-2-yl)-8-oxo-8,9-dihydro-7H-purin-7-yl)methyl)thiophen NC1=NC=C2N(C(N(C2=N1)[C@@H]1O[C@@H]([C@H]([C@H]1O)F)CO)=O)CC1=CC=CS1